C(C)(C)C=1C=C(CN2CCN(CC2)CC2=CC(=C(OC(C(=O)OCC)(C)C)C(=C2)C)C)C=CC1C(F)(F)F Ethyl 2-(4-((4-(3-isopropyl-4-(trifluoromethyl)benzyl)piperazin-1-yl)methyl)-2,6-dimethylphenoxy)-2-methylpropanoate